Methyl (R)-3-nitro-6-(pent-4-en-2-yloxy)-5-(trifluoromethyl)picolinate [N+](=O)([O-])C=1C(=NC(=C(C1)C(F)(F)F)O[C@H](C)CC=C)C(=O)OC